2-butyl-1-(4-methoxybenzyl)-N7-(2-methoxyethyl)-1H-imidazo[4,5-d]pyridazine-4,7-diamine C(CCC)C1=NC=2C(=C(N=NC2N)NCCOC)N1CC1=CC=C(C=C1)OC